FC(CC1=NN2C(N=CC3=C2C(CN3C(=O)NC3=CN=NC(=C3)C(F)F)(C(F)(F)F)C)=C1)F 2-(2,2-difluoroethyl)-N-(6-(difluoromethyl)pyridazin-4-yl)-8-methyl-8-(trifluoromethyl)-7,8-dihydro-6H-pyrazolo[1,5-a]pyrrolo[2,3-e]pyrimidine-6-carboxamide